4-chloro-N-[5-(1-fluorocyclopropyl)-1H-pyrazol-3-yl]-N-methyl-butanamide ClCCCC(=O)N(C)C1=NNC(=C1)C1(CC1)F